FS(C(F)(F)F)(F)(F)(F)F pentafluoro(trifluoromethyl)-λ6-sulfane